C(C)NC1=CC(=CC(=N1)N1C(C2=CC(=CC(=C2C1)C(F)(F)F)CNC1(CCC1)C)=O)C1(CC(C1)C)C1=NN=CN1C 2-(6-(ethylamino)-4-((1s,3s)-3-methyl-1-(4-methyl-4H-1,2,4-triazol-3-yl)cyclobutyl)-pyridin-2-yl)-6-(((1-methylcyclobutyl)amino)methyl)-4-(trifluoromethyl)isoindolin-1-one